ClC=1C=C(C=C(C1)C)C=1C=CC(=NC1)N 5-(3-chloro-5-methylphenyl)pyridin-2-amine